FC(COC1=CC=C(C=C1)C1=C(N=C2N(C1=O)C=CC(=C2)C(F)(F)F)C(F)(F)F)(F)F 3-(4-(2,2,2-trifluoroethoxy)phenyl)-2,8-bis(trifluoromethyl)-4H-pyrido[1,2-a]pyrimidin-4-one